8-[4-(hydroxymethyl)phenyl]-7-methyl-2-(prop-2-yn-1-ylsulfanyl)-3H-pyrazolo[1,5-a][1,3,5]triazin-4-one OCC1=CC=C(C=C1)C=1C(=NN2C1N=C(NC2=O)SCC#C)C